C1(CC1)N1C(=NC2=C1C=C(C(=C2)NC=2SC(=NN2)C2=CC(=CC(=C2)C(C)(C)C)C(C)(C)C)F)C2=CC=C(C=C2)F N-(1-cyclopropyl-6-fluoro-2-(4-fluorophenyl)-5-benzimidazolyl)-5-(3,5-di-tert-butylphenyl)-1,3,4-thiadiazol-2-amine